4-Methyl-8-phenoxy-1-(2-phenylethyl)-2,3-dihydro-1H-pyrrolo[3,2-c]chinolin hydrochlorid Cl.CC1=NC=2C=CC(=CC2C2=C1CCN2CCC2=CC=CC=C2)OC2=CC=CC=C2